C(#N)C1=CC=C(C=C1)NC=1C2=C(N=C(N1)SCC(=O)O)CCC2 ((4-((4-cyanophenyl)amino)-6,7-dihydro-5H-cyclopenta[d]pyrimidin-2-yl)thio)acetic acid